N1(CCC1)CCOC=1C=CC(=NC1)C=1C=NC(=CC1NC1CCC(CC1)(O)C)NC1=NC(=NC=C1)C=1C=NN(C1)CC(C(F)F)(F)F (1s,4s)-4-((5-(2-(Azetidin-1-yl)ethoxy)-6'-((2-(1-(2,2,3,3-tetrafluoropropyl)-1H-pyrazol-4-yl)pyrimidin-4-yl)amino)-[2,3'-bipyridin]-4'-yl)amino)-1-methylcyclohexan-1-ol